C(C)OC1=NC2=C(N1CCCC(=O)N)C=CC(=C2)OC [2-(2-Ethoxy-5-methoxybenzoimidazol-1-yl)ethyl]acetamide